C(C)(=O)N[C@H](C(=O)N[C@H](C(=O)OC(C)C)CCC(C=[N+]=[N-])=O)CC1=CNC2=CC=CC=C12 isopropyl (S)-2-((S)-2-acetylamino-3-(1H-indol-3-yl) propionylamino)-6-diazo-5-oxohexanoate